butyl-5-[4-(4-bromopyridin-2-yl)piperazin-1-yl]-2-(2,6-dioxopiperidin-3-yl)isoindole-1,3-dione C(CCC)C1=C2C(N(C(C2=CC=C1N1CCN(CC1)C1=NC=CC(=C1)Br)=O)C1C(NC(CC1)=O)=O)=O